4-fluorophenyl-4,4a,5,6,7,8-hexahydro-1H-pyrazolo[3,4-g]isoquinoline-4a-carboxylate FC1=CC=C(C=C1)OC(=O)C12CC3=C(C=C2CCNC1)NN=C3